(±)-3-azabicyclo[3.1.0]hexane-1-carboxylic acid hydrochloride Cl.C12(CNCC2C1)C(=O)O